C(C)(C)(C)OC(C(=C)C)=O.C(=C)C1=CC=C(C=C1)C=CCC (4-vinyl-phenyl-1-butene) tert-butyl-methacrylate